hexadecyl-imidazole bromine [Br].C(CCCCCCCCCCCCCCC)C=1NC=CN1